C1(CC1)C1=C(C(=NO1)C1=C(C=NC=C1Cl)Cl)/C=C/C1C2CN(CC12)C=1C=C2C(=CC(=NC2=CC1)C(=O)O)OC(F)F (E)-6-(6-(2-(5-cyclopropyl-3-(3,5-dichloropyridin-4-yl)isoxazol-4-yl)vinyl)-3-azabicyclo[3.1.0]hex-3-yl)-4-(difluoromethoxy)quinoline-2-carboxylic acid